C(C)C1(CC(CC(C1)(C)C)NC(C1=C(C(=CC=C1)NC=O)O)=O)C N-(3-Ethyl-3,5,5-trimethylcyclohexyl)-3-formamido-2-hydroxybenzamid